1-(azetidin-3-yl)-1H-pyrazole hydrochloride Cl.N1CC(C1)N1N=CC=C1